aminopropyl-ethyl-dimethyl-ammonium chloride [Cl-].NCCC[N+](C)(C)CC